1-[4-(2,3-dimethylphenyl)piperazin-1-yl]-2-{3-[4-(hydroxymethyl)-4-methylpiperidine-1-carbonyl]-5,6-dihydrocyclopenta[c]pyrazol-1(4H)-yl}ethan-1-one CC1=C(C=CC=C1C)N1CCN(CC1)C(CN1N=C(C2=C1CCC2)C(=O)N2CCC(CC2)(C)CO)=O